BrC=1C(=NC=CC1)N1C(=NC2=C1C=CC=C2)SC 1-(bromopyridin-2-yl)-2-(methylthio)-1H-benzo[d]imidazole